FC1(CCN(CC1)C1=C(C(=O)N)C=CC(=C1)[N+](=O)[O-])F 2-(4,4-difluoropiperidin-1-yl)-4-nitrobenzamide